3-bromo-2-(4-fluorophenyl)-5,6-dihydro-4H-pyrrolo[1,2-b]Pyrazole BrC1=C2N(N=C1C1=CC=C(C=C1)F)CCC2